1-(2,5-difluorobenzyl)cyclobutane-1-carbonitrile FC1=C(CC2(CCC2)C#N)C=C(C=C1)F